FC(CC=CP(OC1CCCCC1)=O)(F)F cyclohexyl (2,2,2-trifluoroethyl)vinylphosphinate